N1=NN(C2=NC=CC=C21)C2=CC(=C(C(=O)N([C@H]1CNCCC1)C1=NC=CC3=CC=C(C=C13)CO)C=C2)F (R)-4-(3H-[1,2,3]triazolo[4,5-b]pyridin-3-yl)-2-fluoro-N-(7-(hydroxymethyl)isoquinolin-1-yl)-N-(piperidin-3-yl)benzamide